[Sb].[Au] gold-stibium